Sodium (2E)-3-cyano-4-oxopent-2-en-2-olate C(#N)\C(=C(\C)/[O-])\C(C)=O.[Na+]